5-bromo-4-fluoro-2,3-dihydro-1H-inden-1-one BrC=1C(=C2CCC(C2=CC1)=O)F